4,6-dichloroquinazoline-2-carbonyl chloride ClC1=NC(=NC2=CC=C(C=C12)Cl)C(=O)Cl